tert-Butyl ((S)-(7-((S*)-1-(5,5-difluoro-2-oxotetrahydropyrimidin-1(2H)-yl)-2-ethoxyethyl)imidazo[1,2-b]pyridazin-2-yl)(4,4-difluorocyclohexyl)methyl)carbamate FC1(CNC(N(C1)[C@H](COCC)C1=CC=2N(N=C1)C=C(N2)[C@H](C2CCC(CC2)(F)F)NC(OC(C)(C)C)=O)=O)F |o1:7|